OC1=CC=C(C=C1)C=1C=NC2=C(N=CN2)C1 6-(4-(hydroxy)phenyl)-4-azabenzimidazole